CNC(CC(=O)OCC)C ethyl 3-(methylamino)butyrate